FC1([C@@]2(C([C@](N(C1)CC2)(COC)CO)=O)C)F (1S,2R,4S)-5,5-difluoro-2-(hydroxymethyl)-2-(methoxymethyl)-4-methylquinuclidin-3-one